7-ethyl-3-[1-(piperazin-1-yl)ethyl]-1,2-dihydro-1,5-naphthyridin-2-one C(C)C1=CN=C2C=C(C(NC2=C1)=O)C(C)N1CCNCC1